[C@H](C)(CC)N1C=NC2=C1C(=NC(=C2)C2=CC=C1C(C(N(C1=C2)C2CC(C2)N2C[C@@H](CC2)F)=O)(C)C)Cl 6-(3-((S)-sec-butyl)-4-chloro-3H-imidazo[4,5-c]pyridin-6-yl)-1-((1S,3R)-3-((R)-3-fluoropyrrolidin-1-yl)cyclobutyl)-3,3-dimethylindolin-2-one